(S)-cyclobutyl-(4-fluorophenyl)methanamine C1(CCC1)[C@H](N)C1=CC=C(C=C1)F